4-(Benzenesulfonyl)-3,6-dichloropyridazine C1(=CC=CC=C1)S(=O)(=O)C1=C(N=NC(=C1)Cl)Cl